OC=1C(=CC=2C3=C(C(N(C2C1)CCC(=O)N)=O)C=NN3C)O 3-{7,8-dihydroxy-1-methyl-4-oxo-1H,4H,5H-pyrazolo[4,3-c]quinolin-5-yl}propanamide